C(C)(C)N1N=C(C(=C1C)O)C1=CC=C(C=C1)C(C)(C)C 1-isopropyl-5-methyl-3-(4-(tert-butyl)phenyl)-pyrazole-4-ol